ClC1=C(SC=2C1=NC(=CC2NCC=2OC=CC2)Cl)C[C@@H](N)C(=O)O 3-(3,5-dichloro-7-{[(furan-2-yl)methyl]amino}thieno[3,2-b]pyridin-2-yl)-D-alanine